2-((2-(methylsulfonyl)ethyl)amino)-4-phenyl-5,7-dihydro-6H-pyrrolo[3,4-d]pyrimidine-6-carbonitrile CS(=O)(=O)CCNC=1N=C(C2=C(N1)CN(C2)C#N)C2=CC=CC=C2